O(C1=CC=CC=C1)C1=CC=C(C=C1)NC=1C2=C(N=CN1)C=CC(=N2)C2CCNCC2 N-(4-phenoxyphenyl)-6-(piperidin-4-yl)pyrido[3,2-d]pyrimidin-4-amine